2-(6-fluoro-3-{1-[2-methyl-5-(1H-pyrazol-1-yl)-1-{[2-(trimethylsilyl)ethoxy]methyl}-1H-benzimidazol-6-yl]ethoxy}quinolin-2-yl)-1H-isoindole-1,3(2H)-dione FC=1C=C2C=C(C(=NC2=CC1)N1C(C2=CC=CC=C2C1=O)=O)OC(C)C=1C(=CC2=C(N(C(=N2)C)COCC[Si](C)(C)C)C1)N1N=CC=C1